CC1=CC=CC(=N1)C1=NC=CC(=N1)NC1=NC(=NC=C1)NC1=CC=C(C=C1)NC(C)=O N-[4-[[4-[[2-(6-methyl-2-pyridyl)pyrimidin-4-yl]amino]pyrimidin-2-yl]amino]phenyl]acetamide